3-chloro-4-(2-methoxypyrimidin-5-yl)benzoic acid ClC=1C=C(C(=O)O)C=CC1C=1C=NC(=NC1)OC